OCCC1=NC(=NO1)C=1C=C2CC[C@H](C2=CC1)NC(=O)C=1C=NN(C1)C N-{(1R)-5-[5-(2-hydroxyethyl)(1,2,4-oxadiazol-3-yl)]indanyl}(1-methylpyrazol-4-yl)carboxamide